C(C)OC[C@H](CC1=CC=C(C=C1)OCC#C)N1C=NC=2C(=NC=3C=CC=CC3C21)N (S)-1-(1-ethoxy-3-(4-(prop-2-yn-1-yloxy)phenyl)prop-2-yl)-1H-imidazo[4,5-c]Quinolin-4-amine